N1(CCCCC1)C(CC)=O 1-(piperidin-1-yl)propan-1-one